tributyltin tris-(2-ethylhexanoate) C(C)C(C(=O)[O-])CCCC.C(C)C(C(=O)[O-])CCCC.C(C)C(C(=O)[O-])CCCC.C(CCC)[Sn+3](CCCC)CCCC